C(C(C)(C)C)(=O)OC1CN(CC=C1)CC=1OC=CC1 1-(furan-2-ylmethyl)-1,2,3,6-tetrahydropyridin-3-yl pivalate